(aminomethyl)-6-(1-methyl-5-(1-oxo-4-(prop-1-yn-1-yl)isoindol-2-yl)-1H-pyrazol-4-yl)phthalazin-1(2H)-one NCN1C(C2=CC=C(C=C2C=N1)C=1C=NN(C1N1C(C2=CC=CC(=C2C1)C#CC)=O)C)=O